FC([C@@H](NC)C=1C=CC(=NC1)NC1CC2=CC=CC(=C2C1)C(F)(F)F)(F)F 5-((S)-2,2,2-Trifluoro-1-(methylamino)ethyl)-N-(4-(trifluoromethyl)-2,3-dihydro-1H-inden-2-yl)pyridin-2-amine